benzyl 4-(2-bromo-3-carbamoyl-9,10-dihydro-4H-benzo[d]pyrazolo[1,5-a][1,3]diazepin-7-yl)piperazine-1-carboxylate BrC1=NN2C(NC3=C(CC2)C=C(C=C3)N3CCN(CC3)C(=O)OCC3=CC=CC=C3)=C1C(N)=O